n-propyl-(1-propanol) C(CC)C(CC)O